(S)-N-hydroxy-6-isopropyl-2-methoxy-3-(3-methoxypropoxy)-10-oxo-5,10-dihydro-6H-pyrido[1,2-h][1,7]naphthyridin-9-carboxamid ONC(=O)C=1C(C=C2N([C@@H](CC=3C=C(C(=NC23)OC)OCCCOC)C(C)C)C1)=O